FC1=C(C=C(C=C1)NC(=O)C1=C(N(C(=C1C)C(C(=O)NC1CCC(CC1)S(=O)(=O)C)=O)C)C1=CSC=C1)C N-(4-fluoro-3-methylphenyl)-1,4-dimethyl-5-(2-(((1s,4s)-4-(methylsulfonyl)cyclohexyl)amino)-2-oxoacetyl)-2-(thiophen-3-yl)-1H-pyrrole-3-carboxamide